N,N-dimethyl-N-ethyl-N-butylammonium bis(trifluoromethanesulfonyl)imide [N-](S(=O)(=O)C(F)(F)F)S(=O)(=O)C(F)(F)F.C[N+](CCCC)(CC)C